6-[1-(7-Azaspiro[3.5]nonan-2-yl)-5-methyl-pyrazol-4-yl]-4-[(1R)-1-(2-pyridinyl)ethoxy]pyrazolo[1,5-a]pyridine-3-carbonitrile C1C(CC12CCNCC2)N2N=CC(=C2C)C=2C=C(C=1N(C2)N=CC1C#N)O[C@H](C)C1=NC=CC=C1